1-(4-(3-(5-(2H-1,2,3-triazol-2-yl)pyrid-2-yl)-1-(2,6-difluorobenzyl)-5-((dimethylamino)methyl)-2,4-dioxo-1,2,3,4-tetrahydrothieno[2,3-d]pyrimidin-6-yl)phenyl)-3-methoxyurea N=1N(N=CC1)C=1C=CC(=NC1)N1C(N(C2=C(C1=O)C(=C(S2)C2=CC=C(C=C2)NC(=O)NOC)CN(C)C)CC2=C(C=CC=C2F)F)=O